(S)-6-(1-amino-1,3-dihydrospiro[indene-2,4'-piperidine]-1'-yl)-3-(1-(2,5-difluorophenyl)vinyl)-1H-pyrazole N[C@@H]1C2=CC=CC=C2CC12CCN(CC2)C2=C(C=CC(=C2C(=C)C2=NNC=C2)F)F